ethyl 3,5'-dioxodihydro-1'H,3'H-spiro[cyclobutane-1,2'-pyrrolizine]-7a'(5'H)-carboxylate O=C1CC2(CC3(CCC(N3C2)=O)C(=O)OCC)C1